C(C)(C)(C)OC(=O)N1C2C(OCC1)CNC2 hexahydropyrrolo[3,4-b][1,4]oxazin-4(4aH)-carboxylic acid tert-butyl ester